C(#N)C=1N=C(NC1C#N)[2H] 4,5-dicyanoimidazole-d